(+)-2-({4-[(2-imino-5-methyl-2,3-dihydro-1,3-oxazol-3-yl)methyl]-1H-1,3-benzodiazol-2-yl}amino)-2-[3-(trifluoromethoxy)-phenyl]propan-1-ol N=C1OC(=CN1CC1=CC=CC=2NC(=NC21)NC(CO)(C)C2=CC(=CC=C2)OC(F)(F)F)C